C(CCCCCCCC=CCC=CCC=CCC)O 9,12,15-octadecatriene-1-ol